5,6,7,8-tetrahydropyrido[3,4-d]pyrimidin-4-yl 4-methylbenzenesulfonate CC1=CC=C(C=C1)S(=O)(=O)OC=1C2=C(N=CN1)CNCC2